3-(S)-amino-2-pyrrolidone N[C@@H]1C(NCC1)=O